methyl O-(tert-butyldiphenylsilyl)-L-homoserinate [Si](C1=CC=CC=C1)(C1=CC=CC=C1)(C(C)(C)C)OCC[C@H](N)C(=O)OC